3-amino-5-(hydroxymethyl)cyclopentane-1,2-diol NC1C(C(C(C1)CO)O)O